5-Cyano-N-(4-((4-(3,5-dichlorophenyl)piperazin-1-yl)sulfonyl)phenyl)-2-(N-methylmethylsulfonamido)benzamide C(#N)C=1C=CC(=C(C(=O)NC2=CC=C(C=C2)S(=O)(=O)N2CCN(CC2)C2=CC(=CC(=C2)Cl)Cl)C1)N(S(=O)(=O)C)C